3-methyl-5-oxo-1-phenyl-4,5-dihydro-1H-pyrazole-4-carboxamide CC1=NN(C(C1C(=O)N)=O)C1=CC=CC=C1